[Pd].C1(=CC=CC=C1)P(C1=CC=CC=C1)C1=CC=CC=C1.C1(=CC=CC=C1)P(C1=CC=CC=C1)C1=CC=CC=C1.C1(=CC=CC=C1)P(C1=CC=CC=C1)C1=CC=CC=C1.C1(=CC=CC=C1)P(C1=CC=CC=C1)C1=CC=CC=C1 tetrakis[triphenylphosphine] palladium(0)